Cl.N1=C(C=CC=C1)NC(C1=C(C=CC=C1)C(F)(F)F)=O N-(pyridin-2-yl)-2-(trifluoromethyl)benzamide hydrochloride